FC1=CC(=C(C=C1)N1CC2=CC=C(C=C2CC1)OC)[N+](=O)[O-] 2-(4-fluoro-2-nitrophenyl)-6-methoxy-1,2,3,4-tetrahydroisoquinoline